FC1=CC(=NC=C1)N1C[C@H]2C([C@H]2C1)C#N (1R,5S,6R)-3-(4-Fluoropyridin-2-yl)-3-azabicyclo[3.1.0]hexane-6-carbonitrile